1-(3-bromophenyl)-3-(1,3-dioxolan-2-yl)propan-1-one BrC=1C=C(C=CC1)C(CCC1OCCO1)=O